2-[(2R)-3-(3,4-dihydro-1H-isoquinolin-2-yl)-2-hydroxy-propyl]-6-(4-pyrrolidin-1-yl-1-piperidinyl)-3,4-dihydroisoquinolin-1-one C1N(CCC2=CC=CC=C12)C[C@H](CN1C(C2=CC=C(C=C2CC1)N1CCC(CC1)N1CCCC1)=O)O